1-((3-methyl-4-(2,2,2-trifluoroethoxy)pyridin-2-yl)methyl)-1H-imidazole-2-carboxylic acid CC=1C(=NC=CC1OCC(F)(F)F)CN1C(=NC=C1)C(=O)O